N1=CC=C(C=C1)N1CC=CC2=C(C=CC=C12)N[C@@H]1CN(CC1)CC(N1[C@@H](C[C@@H](C1)F)C#N)=O N-(4-pyridyl)-5-[[(3S)-1-[2-oxo-2-[(2S,4S)-2-cyano-4-fluoro-pyrrolidin-1-yl]ethyl]pyrrolidin-3-yl]amino]quinoline